OC1=C(C=CC=C1)N1C(NC(=CC1)C1=CC(=CC=C1)[N+](=O)[O-])=O 3-(2-hydroxyphenyl)-6-(3-nitrophenyl)-3,4-dihydropyrimidin-2(1H)-one